S1C(=NC2=C1C=CC=C2)C(CCCC2=C(C=CC(=C2)OC)S(=O)(=O)N)C (4-(benzo[d]thiazol-2-yl)pentyl)-4-methoxybenzenesulfonamide